NC=1C=2N(C3=CC(=C(C=C3N1)F)C(=O)N1C(CCCC1)C1=C(C=C(C=C1)C(F)(F)F)OC)C=NC2 (4-amino-7-fluoroimidazo[1,5-a]quinoxalin-8-yl)(2-(2-methoxy-4-(trifluoromethyl)phenyl)piperidin-1-yl)methanone